ClC1=C(N=C(NC1=O)C1=CC=NC=C1)N1CC(OCC1)CC(C)C 5-chloro-4-(2-isobutylmorpholin-4-yl)-2-(4-pyridinyl)-1H-pyrimidin-6-one